[Cl-].OC(CC[N+](CCCCCCCCCCCC)(C)C)O dihydroxypropyl-dimethyl-dodecyl-ammonium chloride